BrC=1C(=C2C(=NC1)NC(=N2)C2=CC=C(C=C2)N2CCN(CC2)C)NC2CCN(CC2)C 6-Bromo-2-[4-(4-methylpiperazin-1-yl)phenyl]-N-(1-methylpiperidin-4-yl)-3H-imidazo[4,5-b]pyridin-7-amine